(2S,4S)-1-((R)-2-amino-4-phenylbutanoyl)-N-(4-carbamimidoylbenzyl)-4-cyanopyrrolidine-2-carboxamide ditrifluoroacetate FC(C(=O)O)(F)F.FC(C(=O)O)(F)F.N[C@@H](C(=O)N1[C@@H](C[C@@H](C1)C#N)C(=O)NCC1=CC=C(C=C1)C(N)=N)CCC1=CC=CC=C1